3-amino-4-(4-(4-(2,6-difluorobenzyl)-5-oxo-4,5-dihydro-1H-1,2,4-triazol-1-yl)-2-fluorophenoxy)benzonitrile NC=1C=C(C#N)C=CC1OC1=C(C=C(C=C1)N1N=CN(C1=O)CC1=C(C=CC=C1F)F)F